(2S)-4-[({1-[(tert-butoxy)carbonyl]piperidin-4-yl}methyl)carbamoyl]-2-({[(9H-fluoren-9-yl)methoxy]carbonyl}amino)butanoic acid C(C)(C)(C)OC(=O)N1CCC(CC1)CNC(=O)CC[C@@H](C(=O)O)NC(=O)OCC1C2=CC=CC=C2C=2C=CC=CC12